ethyl 7-oxo-5,6,7,8-tetrahydronaphthalene-2-carboxylate O=C1CCC=2C=CC(=CC2C1)C(=O)OCC